manganese-boron-zinc-copper-molybdenum [Mo].[Cu].[Zn].[B].[Mn]